CC(C)(C1=CC=C(C=C1)Cl)C1=CC=C(C=C1)Cl 4,4'-(propane-2,2-diyl)bis(chlorobenzene)